BrC=1C=CC2=C(N(C=3CCN(CCC32)C(=O)OC(C)(C)C)C)N1 tert-butyl 2-bromo-10-methyl-5,8,9,10-tetrahydropyrido[3',2':4,5]pyrrolo[2,3-d]azepine-7(6H)-carboxylate